C(C)OC(=O)C1=NC(=NN1)Br.C(C)C1=C(C=C(C(=C1)O)F)C1=CC=C2C(=NNC2=C1)C1=NC2=C(N1)CN(C2)C(=O)C2CCN(CC2)C (2-(6-(2-ethyl-5-fluoro-4-hydroxyphenyl)-1H-indazol-3-yl)pyrrolo[3,4-d]imidazol-5(1H,4H,6H)-yl)(1-methylpiperidin-4-yl)methanone ethyl-3-bromo-1H-1,2,4-triazole-5-carboxylate